5-(4-((6-cyano-3-ethyl-2-oxo-4-thioxo-1,2,3,4-tetrahydroquinazolin-7-yl)methyl)piperazin-1-yl)-6-fluoro-N-methylpicolinamide C(#N)C=1C=C2C(N(C(NC2=CC1CN1CCN(CC1)C=1C=CC(=NC1F)C(=O)NC)=O)CC)=S